FC(C1=NN(C=C1N1N=CC=C1N1CCOCC1)[C@@H]1CC[C@H](CC1)CO)F N-(3-(Difluoromethyl)-1-((trans)-4-(hydroxymethyl)cyclohexyl)-1H-pyrazol-4-yl)-5-morpholinylpyrazole